C(C)N1N=C2N=C(C=NC2=C1)N[C@@H](C)C=1C(=CC(=C(C1)NC(CC1=NC=C(C=C1)C)=O)F)F (S)-N-(5-(1-((2-ethyl-2H-pyrazolo[3,4-b]pyrazin-6-yl)amino)ethyl)-2,4-difluorophenyl)-2-(5-methylpyridin-2-yl)acetamide